C[C@@H]1NCC[C@]2(C1)OCCC1=C2SC(=C1CO)C(F)(F)F [(2'S,7R)-2'-methyl-2-(trifluoromethyl)spiro[4,5-dihydrothieno[2,3-c]pyran-7,4'-piperidine]-3-yl]methanol